ClC1=CC=C(C=C1)NC(N(CCN1CCOCC1)C1=CC=C(C(=O)NC2=CC=C(C=C2)C(F)(F)F)C=C1)=O 4-{3-(4-chlorophenyl)-1-[2-(4-morpholinyl)ethyl]ureido}-N-[4-(trifluoromethyl)phenyl]benzamide